FC=1C=C(C=C(C1C=1N=NN(C1)CC1OC(CC1)=O)F)NC(CC1=C(C(=CC=C1)C(F)(F)F)F)=O N-(3,5-difluoro-4-(1-((5-oxotetrahydrofuran-2-yl)methyl)-1H-1,2,3-triazol-4-yl)phenyl)-2-(2-fluoro-3-(trifluoromethyl)phenyl)acetamide